C(C)(C)(C)C1=C(C(=CC(=C1)NC1=NC(=NC(=N1)SCCCCCCCC)SCCCCCCCC)C(C)(C)C)O 2,6-di-tert-butyl-4-[[4,6-bis(octylthio)-1,3,5-triazin-2-yl]amino]phenol